[Na+].O[C@@H](CO)[C@H]1OC(C(=C1[O-])O)=O (R)-2-((S)-1,2-dihydroxyethyl)-4-hydroxy-5-oxo-2,5-dihydrofuran-3-olate, sodium salt